1,4-di(imidazol-1-yl)NAPHTHALENE tert-Butyl-3-(4-(1,1-difluoro-2-hydroxyethoxy)-7-(thiazol-4-yl)benzo[d]oxazol-2-yl)-3,8-diazabicyclo[3.2.1]octane-8-carboxylate C(C)(C)(C)OC(=O)N1C2CN(CC1CC2)C=2OC1=C(N2)C(=CC=C1C=1N=CSC1)OC(CO)(F)F.N1(C=NC=C1)C1=CC=C(C2=CC=CC=C12)N1C=NC=C1